2-Pinen C12C(=CCC(C1(C)C)C2)C